2',6'-bis(benzyloxy)-[2,3'-bipyridine]-6-ol C(C1=CC=CC=C1)OC1=NC(=CC=C1C1=NC(=CC=C1)O)OCC1=CC=CC=C1